N1N=NN=C1C1=C(C=CC=C1)C1=CC(=CC(=N1)N(CC(C)C)CC1=CC=C(C=C1)F)NC1=NC=C(C=C1)F 6-(2-(1H-tetrazol-5-yl)phenyl)-N2-(4-fluorobenzyl)-N4-(5-fluoropyridin-2-yl)-N2-isobutylpyridine-2,4-diamine